N-[(4S)-3,4-dihydro-2H-1-benzopyran-4-yl]-7-(4-fluoro-2,6-dimethylphenyl)-3-isopropylthieno[3,2-b]pyridine-2-carboxamide O1CC[C@@H](C2=C1C=CC=C2)NC(=O)C2=C(C1=NC=CC(=C1S2)C2=C(C=C(C=C2C)F)C)C(C)C